bromopyrido[3',2':5,6]pyrimido[1,2-a]indole BrC=1C=CC=2C=NC=3N(C4=CC=CC=C4C3)C2N1